2,4,6-Tripropyl-1,3,5,2,4,6-trioxatri-phosphorinane-2,4,6-trioxid C(CC)P1(OP(OP(O1)(CCC)=O)(CCC)=O)=O